Tert-butyl 3-cyanobenzoate C(#N)C=1C=C(C(=O)OC(C)(C)C)C=CC1